FC=1C=C2C(N(C(=NC2=C(C1)S(=O)O[Na])N1CCOCC1)C)=O (6-fluoro-3-methyl-2-morpholino-4-oxo-quinazolin-8-yl)sulfinyloxysodium